CN1N=C(C(=C1)C=1C=NC=2CCN(CC2C1)C1=NC=C(C(=O)NC23CC(C2)(C3)F)C=C1C)C 6-(3-(1,3-dimethyl-1H-pyrazol-4-yl)-7,8-dihydro-1,6-naphthyridin-6(5H)-yl)-N-(3-fluorobicyclo[1.1.1]pentan-1-yl)-5-methylnicotinamide